1-(6-Fluoro-3-(4-(methylsulfonyl)piperazine-1-carbonyl)quinolin-4-yl)-4-phenylpiperidine-4-carbonitrile FC=1C=C2C(=C(C=NC2=CC1)C(=O)N1CCN(CC1)S(=O)(=O)C)N1CCC(CC1)(C#N)C1=CC=CC=C1